3-((S)-3-(benzyloxy)-1-cyclopropyl-3-oxopropyl)phenyl 4-(1-(2,5-bis(trifluoromethyl)phenyl)ethyl)piperazine-1-carboxylate FC(C1=C(C=C(C=C1)C(F)(F)F)C(C)N1CCN(CC1)C(=O)OC1=CC(=CC=C1)[C@@H](CC(=O)OCC1=CC=CC=C1)C1CC1)(F)F